OCC(C1=CC=C(C=C1)OC(F)(F)F)NC(CCC1=NC=2C(=NC=CC2)N1CC1=CC=C(C=C1)OC(F)(F)F)=O N-[2-Hydroxy-1-(4-trifluoromethoxyphenyl)-ethyl]-3-[3-(4-trifluoromethoxybenzyl)-3H-imidazo[4,5-b]pyridin-2-yl]-propionamid